[3-(3-chloro-2-piperazin-1-yl-6-quinolinyl)-2-methyl-phenyl]methylamine dihydrochloride Cl.Cl.ClC=1C(=NC2=CC=C(C=C2C1)C=1C(=C(C=CC1)CN)C)N1CCNCC1